8-hydroxyquinolineAl OC=1C=CC=C2C=CC(=NC12)C=O